N,N-dimethyl-1-(1-(((4-((2-nitrobenzyl)oxy)-5,6,7,8-tetrahydropyrido[3,4-d]pyrimidin-2-yl)oxy)methyl)cyclopropyl)methanamine CN(CC1(CC1)COC=1N=C(C2=C(N1)CNCC2)OCC2=C(C=CC=C2)[N+](=O)[O-])C